C(C)(C)(C)OC(=O)N1CC(=CCC1)C1=CN(C2=C(C=C(C=C12)OC)Cl)C(=O)OC(C)(C)C tert-Butyl 3-[1-(tert-butoxycarbonyl)-5,6-dihydro-2H-pyridin-3-yl]-7-chloro-5-methoxyindole-1-carboxylate